CC(=C=O)C r-dimethyl-ketene